C(C)N(CCCCCCCCSC1=C2C(N(C(C2=C(C=C1)F)=O)C1C(NC(CC1)=O)=O)=O)CC 4-((8-(diethylamino)octyl)thio)-2-(2,6-dioxopiperidin-3-yl)-7-fluoroisoindoline-1,3-dione